NC1=NC(=NC(=N1)NC1=CC=CC=C1)C(C(C(F)(F)F)(F)F)(F)F 2-amino-4-anilino-6-heptafluoropropyl-1,3,5-triazine